1-Butyl-4-Methylpyridin bromid [Br-].C(CCC)N1CC=C(C=C1)C